(R)-5-chloro-2-fluoro-4-((1-phenylethyl)amino)-N-(thiazol-2-yl)benzenesulfonamide ClC=1C(=CC(=C(C1)S(=O)(=O)NC=1SC=CN1)F)N[C@H](C)C1=CC=CC=C1